C(C)(C)(C)C1=CC=C(C=C1)C=1OC(C(N1)=CC1=CC=NC=C1)=O 2-(4-(tert-butyl)phenyl)-4-(pyridin-4-ylmethylene)oxazol-5(4H)-one